Tert-butyl ((1S)-(5-(cyclopropyl(((R)-3,3,3-trifluoro-2-hydroxypropyl)amino)-methyl)-4-fluorobenzo[d]oxazol-2-yl)(4,4-difluorocyclohexyl)methyl)carbamate C1(CC1)C(C=1C=CC2=C(N=C(O2)[C@H](C2CCC(CC2)(F)F)NC(OC(C)(C)C)=O)C1F)NC[C@H](C(F)(F)F)O